C1(=CC=CC=C1)C(CCN[C@@H](CC1=CNC2=CC=CC=C12)C(=O)OCC)OC1=CC=C(C=C1)C(F)(F)F ethyl (3-phenyl-3-(4-(trifluoromethyl)phenoxy)propyl)-L-tryptophanate